ClC=1C=C(C#N)C=CC1C1C(N(C(CC1)=O)COCC[Si](C)(C)C)=O 3-chloro-4-(2,6-dioxo-1-((2-(trimethylsilyl)ethoxy)methyl)piperidin-3-yl)benzonitrile